COC=1C=C(C=CC1)C1=CC(=NN1CC1CCOCC1)CO (5-(3-methoxyphenyl)-1-([oxan-4-yl]methyl)-1H-pyrazol-3-yl)methanol